C(N)(=O)C1(CCN(CC1)C(=O)OC(C)(C)C)CC(F)(F)F tert-butyl 4-carbamoyl-4-(2,2,2-trifluoroethyl)piperidine-1-carboxylate